((1R,4R,7R)-7-amino-2-azabicyclo[2.2.1]heptan-2-yl)(2-(9-(cyclopropylmethyl)-1,2,3,9-tetrahydro-[1,4]thiazino[2,3-g]indol-8-yl)-7-fluoro-1-methyl-1H-benzo[d]imidazol-5-yl)methanone N[C@H]1[C@@H]2N(C[C@H]1CC2)C(=O)C2=CC1=C(N(C(=N1)C=1N(C=3C4=C(C=CC3C1)SCCN4)CC4CC4)C)C(=C2)F